FC1=C(C=CC(=C1)C1NCCC1)C=1N=C2SC3=C(N2C1)C=CC(=C3)C(=O)NC3CCN(CC3)C 2-(2-fluoro-4-(pyrrolidin-2-yl)phenyl)-N-(1-methylpiperidin-4-yl)benzo[d]imidazo[2,1-b]thiazole-7-carboxamide